C1(=CC=CC=2C3=CC=CC=C3CC12)COC(=O)N[C@@H](CC1=CN(C=N1)C(C1=CC=CC=C1)(C1=CC=CC=C1)C1=CC=CC=C1)C(=O)O N-fluorenylmethoxycarbonyl-N'-trityl-L-histidine